2-(2'-Hydroxy-3',5'-di-tert-butylphenyl)5-chlorobenzotriazole OC1=C(C=C(C=C1C(C)(C)C)C(C)(C)C)N1N=C2C(=N1)C=CC(=C2)Cl